C[Al](C)C Tri-methyl-Aluminium